5-(2-chloro-3-fluoro-phenyl)-3-[(1R)-1-methyl-2-methylsulfonyl-ethyl]-1-[2-oxo-2-[4-(2-oxo-4,5-dihydro-1H-1,3-benzodiazepin-3-yl)-1-piperidyl]ethyl]pyrimidine-2,4-dione ClC1=C(C=CC=C1F)C=1C(N(C(N(C1)CC(N1CCC(CC1)N1C(NC2=C(CC1)C=CC=C2)=O)=O)=O)[C@@H](CS(=O)(=O)C)C)=O